6-(tert-butylsulfonyl)imidazo[1,2-a]pyridin-7-ol C(C)(C)(C)S(=O)(=O)C=1C(=CC=2N(C1)C=CN2)O